C1=CC=CC=2C3=CC=CC=C3C(C12)COC(=O)NCC(C=O)C1CC2(CN(C2)C(=O)OC(C)(C)C)C1 Tert-butyl 6-(1-((((9H-fluoren-9-yl)methoxy)carbonyl)amino)-3-oxopropan-2-yl)-2-azaspiro[3.3]heptane-2-carboxylate